ClC1=C(C(=CC=C1)Cl)CC(=O)NC1=CC(=NC=C1)N(C(C)=O)C1=CC(=C(C(=C1)F)C)F N-{4-[2-(2,6-dichlorophenyl)acetylamino]pyridin-2-yl}-N-(3,5-difluoro-4-methylphenyl)acetamide